CC1=C(C=NC=C1)C1=C(C=NC=C1)N 4-methyl-[3,4'-bipyridin]-3'-amine